CN1N=C(C=C1)N1N=C(C(=C1N)C1=CC(=CC(=C1)C(F)(F)F)SC)C(F)(F)F 2-(1-methylpyrazol-3-yl)-4-[3-methylsulfanyl-5-(trifluoromethyl)phenyl]-5-(trifluoromethyl)pyrazol-3-amine